O[C@H]1[C@@H](O[C@@H]([C@H]1O)CO)C=1C(NC(N(C1)C)=O)=O 5-[(2S,3R,4S,5R)-3,4-Dihydroxy-5-(hydroxymethyl)oxolan-2-yl]-1-methylpyrimidine-2,4-dione